N-[(1R)-1-[3-[tert-butyl(dimethyl)silyl]oxy-4-methoxy-phenyl]ethyl]-2-methyl-5-(4-methylpiperazin-1-yl)benzamide [Si](C)(C)(C(C)(C)C)OC=1C=C(C=CC1OC)[C@@H](C)NC(C1=C(C=CC(=C1)N1CCN(CC1)C)C)=O